C(C)(C)(C)C=1C=C(N(N1)C)NC(NC1=C(C=C(C=C1)CCC1=CC(=NC=C1)NC(=O)C1CC1)F)=O Cyclopropanecarboxylic acid [4-(2-{4-[3-(5-tert-butyl-2-methyl-2H-pyrazol-3-yl)-ureido]-3-fluoro-phenyl}-ethyl)-pyridin-2-yl]-amide